eicosa-3,6,9,11-tetraene CCC=CCC=CCC=CC=CCCCCCCCC